(1-(6-Morpholinopyridin-3-yl)-2-oxopiperidin-3-yl)carbamic acid tert-butyl ester C(C)(C)(C)OC(NC1C(N(CCC1)C=1C=NC(=CC1)N1CCOCC1)=O)=O